6-methylpiperazin-2-one CC1CNCC(N1)=O